3-(Methylsulfamoyl)benzoic acid [3-(3-ethyl-4-oxo-spiro[6,8-dihydro-5H-pyrazolo[4,3-c]azepin-7,4'-tetrahydropyran]-1-yl)-2,2-dimethyl-propyl] ester C(C)C1=NN(C2=C1C(NCC1(CCOCC1)C2)=O)CC(COC(C2=CC(=CC=C2)S(NC)(=O)=O)=O)(C)C